tert-butyl (1R,5S,7r)-7-(5-(5-bromo-1-ethyl-3-(3-hydroxy-2,2-dimethylpropyl)-1H-indol-2-yl)-6-((S)-1-methoxyethyl)pyridin-3-yl)-3-oxa-9-azabicyclo[3.3.1]nonane-9-carboxylate BrC=1C=C2C(=C(N(C2=CC1)CC)C=1C=C(C=NC1[C@H](C)OC)C1C[C@H]2COC[C@@H](C1)N2C(=O)OC(C)(C)C)CC(CO)(C)C